8-Methyl-N-[(4-methyltetrahydrofuran-2-yl)methyl]-2-(2-pyridylmethyl)-4,5-dihydrofuro[2,3-g]indazole-7-carboxamide CC1=C(OC=2CCC3=CN(N=C3C21)CC2=NC=CC=C2)C(=O)NCC2OCC(C2)C